(2R)-N-[2-(1-benzylpiperidin-4-yl)ethyl]-4-(4,5-dichloropyrimidin-2-yl)-2-methylpiperazine-1-carboxamide C(C1=CC=CC=C1)N1CCC(CC1)CCNC(=O)N1[C@@H](CN(CC1)C1=NC=C(C(=N1)Cl)Cl)C